COC1=C(N)C=C(C(=C1)N1CCC(CC1)CN1CCNCC1)C=1C=NN(C1)C 2-methoxy-5-(1-methyl-1H-pyrazol-4-yl)-4-(4-(piperazin-1-ylmethyl)piperidin-1-yl)aniline